4-((4-(6-(6-(2,2-difluorocyclopropyl)pyridinamido)-8-fluoro-7-(2-hydroxypropan-2-yl)imidazo(1,2-a)pyridin-2-yl)piperidine-1-yl)sulfonyl)piperidine-1-carboxylic acid tert-butyl ester C(C)(C)(C)OC(=O)N1CCC(CC1)S(=O)(=O)N1CCC(CC1)C=1N=C2N(C=C(C(=C2F)C(C)(C)O)NC(=O)C2=NC(=CC=C2)C2C(C2)(F)F)C1